2-methacrylamidoethyl 4-((4-amino-2-(pyrimidin-5-yl)-1H-imidazo[4,5-c]quinolin-1-yl)methyl)benzylcarbamate NC1=NC=2C=CC=CC2C2=C1N=C(N2CC2=CC=C(CNC(OCCNC(C(=C)C)=O)=O)C=C2)C=2C=NC=NC2